C(C)(C)(C)OC(=O)N1C(CC(C(C1)C)NC1=CC=C(C=C1)C(F)(F)F)C (+/-)-tert-butyl-2,5-dimethyl-4-((4-(trifluoromethyl)phenyl) amino)piperidine-1-carboxylate